N1(N=CC2=NC3=C(C=C21)C=CN3)C3=C(C(=O)N)C=CC=C3 2-(pyrazolo[4,3-b]pyrrolo[3,2-e]pyridin-1(5H)-yl)benzamide